FC=1C=C(C=NC1)[C@@H]1N([C@@H](CC1)CO)C1=NC=2N(C=C1)N=CC2C(=O)NC(C)C 5-((2R,5S)-2-(5-fluoropyridin-3-yl)-5-(hydroxymethyl)pyrrolidin-1-yl)-N-isopropyl-pyrazolo[1,5-a]pyrimidine-3-carboxamide